CC1C(OC(CCCCCCCC(NCN1)=O)C)=O methyl-15-methyl-1-oxa-4,6-diazacyclopentadecane-2,7-dione